Z-butylmercaptan C(CCC)S